C=CCCCCCCCCCCCCCCCCCCCCCC 1-Tetracosen